FC(C(=O)O)(F)F.FC1=CC=2N(C=C1NC(=O)N1CCC=3C1=NC(=CC3N3CCNCC3)C)C=C(N2)C N-(7-fluoro-2-methylimidazo[1,2-a]pyridin-6-yl)-6-methyl-4-(piperazin-1-yl)-2,3-dihydro-1H-pyrrolo[2,3-b]pyridine-1-carboxamide 2,2,2-trifluoroacetate